[Re](=O)(=O)(=O)[O-].[Na+] Natrium perrhenat